C(C1=CC=CC=C1)N1CCN(CC1)C1=CC=C(C=C1)C1=C2C=CC=NC2=CC(=C1)C=1C=NN(C1)C 5-(4-(4-Benzylpiperazin-1-yl)phenyl)-7-(1-methyl-1H-pyrazol-4-yl)quinoline